O=C1NC(CC[C@H]1NC(=O)C1=NC=CC(=C1)N1CCN(CC1)C(=O)OC(C)(C)C)=O |r| rac-tert-butyl (R)-4-(2-((2,6-dioxopiperidin-3-yl)carbamoyl)pyridin-4-yl)piperazine-1-carboxylate